C(C=C)OC(C(C)(C)OC(C1=C(C=C(C(=C1)N)F)Cl)=O)=O 1-(Allyloxy)-2-methyl-1-oxopropan-2-yl-5-amino-2-chloro-4-fluorobenzoat